Cl.O1CCNCC(C1)=O 1,4-oxazepan-6-one hydrochloride